FC(OC1=NOC(=C1)C(C)=O)F 1-[3-(difluoromethoxy)-1,2-oxazol-5-yl]ethanone